1-methyl-5-[3-(1H-tetrazol-5-yl)phenyl]-1H-naphtho[1,2-b][1,4]diazepine-2,4(3H,5H)-Dione CN1C2=C(N(C(CC1=O)=O)C1=CC(=CC=C1)C1=NN=NN1)C=CC1=CC=CC=C12